6-[1-[[(3R)-1-(2-Hydroxyethyl)-3-piperidyl]methyl]pyrazol-4-yl]-4-isopropylsulfanyl-pyrazolo[1,5-a]pyridine-3-carbonitrile OCCN1C[C@@H](CCC1)CN1N=CC(=C1)C=1C=C(C=2N(C1)N=CC2C#N)SC(C)C